[C@H]12CN(C[C@H](CC1)N2)C2=NC(=NC1=C(C(=C(C=C21)Cl)C2=C(C=CC=C2F)O)F)CCC2=CC(=CC=C2)N(C)C 2-(4-((1R,5S)-3,8-diazabicyclo[3.2.1]octan-3-yl)-6-chloro-2-(3-(dimethylamino)phenethyl)-8-fluoroquinazolin-7-yl)-3-fluorophenol